(isononyloxy)propan-2-ol C(CCCCCC(C)C)OCC(C)O